C(=O)C=1NC(=CC1C#N)C=O 2,5-DIFORMYL-1H-PYRROLE-3-CARBONITRILE